BrC1=CN(C=2N=CN=C(C21)CO[Si](C)(C)C(C)(C)C)C 5-bromo-4-{[(tert-butyldimethylsilyl)oxy]methyl}-7-methyl-7H-pyrrolo[2,3-d]pyrimidine